5-iodo-3-thiocyanato-1H-indole IC=1C=C2C(=CNC2=CC1)SC#N